C(CCC)C(CN)N 1-butyl-1,2-diamino-ethane